C(C)(C)N1N=CC=C1C=1C=CC=C2C(=C(N(C12)C)C)C(=O)O 7-(1-isopropyl-1H-pyrazol-5-yl)-1,2-dimethyl-1H-indole-3-carboxylic acid